C1(=CC=CC=C1)/C=C/CC1=C(C=C(C=C1)O)O 4-[(2E)-3-phenylprop-2-en-1-yl]benzene-1,3-diol